IC1=CC(=C(C(=O)O)C=C1)S(NC(NC1=NC(=NC(=N1)OC)C)=O)(=O)=O 4-iodo-2-[(4-methoxy-6-methyl-1,3,5-triazin-2-yl)carbamoylsulfamoyl]benzoic acid